C(#C)C=1SC=C(N1)C(=O)NCCC1=CC=C(C=C1)C1=C2C=CC=NC2=CC=C1 2-ethynyl-N-(4-(quinolin-5-yl)phenethyl)thiazole-4-carboxamide